tert-butyl 5-[7-amino-2-(2-carbamoylallyl)-1-oxo-isoindolin-4-yl]-3-(3-formylphenyl)indazole-1-carboxylate NC=1C=CC(=C2CN(C(C12)=O)CC(=C)C(N)=O)C=1C=C2C(=NN(C2=CC1)C(=O)OC(C)(C)C)C1=CC(=CC=C1)C=O